ClC1=C2C[C@@H]([C@H](C2=CC(=C1)Cl)OC1=CC=CC=C1)N(C)C 4-[[(1S,2S)-4,6-dichloro-2-(dimethylamino)-2,3-dihydro-1H-inden-1-yl]oxy]benzene